[4-(Aminothioxomethyl)-2-methyl-6-[(methylamino)carbonyl]phenyl]-3-bromo-1-(3-chloro-2-pyridinyl)-1H-pyrazol-5-carboxamid NC(C1=CC(=C(C(=C1)C(=O)NC)C=1C(=NN(C1C(=O)N)C1=NC=CC=C1Cl)Br)C)=S